2-Amino-2-(2-chlorocyclopent-1-ene-1-yl)acetonitrile NC(C#N)C1=C(CCC1)Cl